2-(4-chloro-2-methyl-6-(4,4,5,5-tetramethyl-1,3,2-dioxaborolan-2-yl)benzyl)-6,6-difluoro-4-(4-methoxybenzyl)-1,4-oxazepane ClC1=CC(=C(CC2OCC(CN(C2)CC2=CC=C(C=C2)OC)(F)F)C(=C1)B1OC(C(O1)(C)C)(C)C)C